C1(CCCC1)NC(=O)C=1N=C2N(C=C(N=C2N2CCOCC2)N/N=C/C=2C=C(C=CC2)C)C1 N-cyclopentyl-8-morpholino-6-[(2E)-2-(m-tolylmethylene)hydrazino]imidazo[1,2-a]pyrazine-2-carboxamide